N=1C=C(N2C1C=CC=C2)C(=O)N2CC1=C(CC2)C(=CS1)C(=O)NC1=CC(=NO1)C(C)(C)CC 6-(Imidazo[1,2-a]pyridin-3-carbonyl)-N-(3-(tert-pentyl)isoxazol-5-yl)-4,5,6,7-tetrahydrothieno[2,3-c]pyridin-3-carboxamid